C(C)OC(=O)C=1C(NC2=CC=C(C=C2C1Cl)[N+](=O)[O-])=O 4-Chloro-6-nitro-2-oxo-1,2-dihydroquinoline-3-carboxylic acid ethyl ester